F[C@H]1CN(CC[C@@H]1CNC1=NC=NC(=C1F)N1[C@H](CCC1)C1=C(C=C(C=C1)C(F)(F)F)F)CC(=O)N |o1:1,6| 2-((3R*,4R*)-3-fluoro-4-(((5-fluoro-6-((R)-2-(2-fluoro-4-(trifluoromethyl)phenyl)pyrrolidin-1-yl)pyrimidin-4-yl)amino)methyl)piperidin-1-yl)acetamide